2-fluoro-5-((6'-morpholino-[2,3'-bipyridin]-6-yl)oxy)phenol FC1=C(C=C(C=C1)OC1=CC=CC(=N1)C=1C=NC(=CC1)N1CCOCC1)O